C(N)(=O)C1=C(C=C(C=C1)B(O)O)Cl 4-carbamoyl-3-chloro-phenylboronic acid